CC1(CCCC1)C Dimethyl-cyclopentane